tert-butyl 2-[7-[2-cyano-3-[[ethyl(methyl)sulfamoyl]amino]-6-fluoro-phenoxy]quinoxalin-2-yl]-2,8-diazaspiro[4.5]decane-8-carboxylate C(#N)C1=C(OC2=CC=C3N=CC(=NC3=C2)N2CC3(CC2)CCN(CC3)C(=O)OC(C)(C)C)C(=CC=C1NS(N(C)CC)(=O)=O)F